NC1=NC=C(C=N1)/C(=C/C=1C=C(C(=O)N[C@@H]2[C@H](CCCC2)O)C=CC1OC(F)F)/F 3-[(1Z)-2-(2-aminopyrimidin-5-yl)-2-fluoroethenyl]-4-(difluoromethoxy)-N-[(1S,2S)-2-hydroxycyclohexyl]Benzamide